C1(=CC=CC=C1)C1=NC(=NC(=N1)C1=CC=CC=C1)C1=C(C=C(C=C1)OCCOC(C(=C)C)=O)O 2,4-diphenyl-6-[2-hydroxy-4-(2-methacryloyloxyethoxy)phenyl]s-triazine